(S)-1-((4S,5R)-2,2-dimethyl-5-((E)-oct-1-en-1-yl)-1,3-dioxolan-4-yl)ethane-1,2-diol CC1(O[C@@H]([C@@H](O1)[C@H](CO)O)\C=C\CCCCCC)C